ClC1=C(C=C(C(=C1)F)C1=C(C(=C(C(=C1F)F)F)F)F)OC=1C(=NC=CC1)OCC(=O)OCC ethyl 2-((3-((4-chloro-2',3',4',5',6,6'-hexafluoro-[1,1'-biphenyl]-3-yl)oxy)pyridin-2-yl)oxy)acetate